BrC1=C(C2=C(N=C(S2)N)C=C1)F 6-bromo-7-fluorobenzo[d]thiazol-2-amine